O'-(ethane-1,2-diyl) dimethyl diterephthalate C(C1=CC=C(C(=O)OC)C=C1)(=O)OCCOC(C1=CC=C(C(=O)OC)C=C1)=O